C(C)(CC)N(C1=CC=C(C=C1)N(CC(CCCC)CC)C(C)CC)CC(CCCC)CC N1,N4-di-sec-butyl-N1,N4-Di(2-ethylhexyl)benzene-1,4-diamine